BrC1=C(C=C(C(=C1C(C)C)F)OC(F)F)C1=CC(=NC=C1)F 4-(2-bromo-5-(difluoromethoxy)-4-fluoro-3-isopropylphenyl)-2-fluoropyridine